FC(OC1=CC=C(C=C1)C1=CN=C(C(=N1)C(=O)O)C)F 6-(4-(difluoromethoxy)phenyl)-3-methylpyrazine-2-carboxylic acid